BrC(CCCCC=C)C 7-bromo-1-octene